C(C)C1=NC=2C(=NC(=CC2C)C)N1CC1=CC=C(C=C1)C1=CC(=CC=C1C(=O)OC)B(O)O 4'-((2-ethyl-5,7-dimethyl-3H-imidazo[4,5-b]pyridin-3-yl)methyl)-6-(methoxycarbonyl)biphenyl-3-ylboronic Acid